1-hexadecanoyl-2-decanoyl-sn-glycero-3-phosphocholine C(CCCCCCCCCCCCCCC)(=O)OC[C@@H](OC(CCCCCCCCC)=O)COP(=O)([O-])OCC[N+](C)(C)C